6H-indol-6-one N1=CC=C2C=CC(C=C12)=O